1-(thien-2-yl)-3-(4-(2-bromoethoxy)phenyl)-chalcone S1C(=CC=C1)C1(CC(=CC=C1)C1=CC=C(C=C1)OCCBr)\C=C\C(=O)C1=CC=CC=C1